Methyl (S)-5-(4-azidobenzamido)-2-(4-(2-(2,4-diaminoquinazolin-6-yl)ethyl) benzamido)pentanoate N(=[N+]=[N-])C1=CC=C(C(=O)NCCC[C@@H](C(=O)OC)NC(C2=CC=C(C=C2)CCC=2C=C3C(=NC(=NC3=CC2)N)N)=O)C=C1